(2r,4S)-6-azaspiro[3.4]octan C1CCC12CNCC2